1-[(dibenzylamino)methyl]-2-naphthol C(C1=CC=CC=C1)N(CC1=CC=CC=C1)CC1=C(C=CC2=CC=CC=C12)O